((5-(5-Chloropyridin-2-yl)oxazol-2-yl)amino)-N'-hydroxypyrazine-2-carboxamidine ClC=1C=CC(=NC1)C1=CN=C(O1)NC=1C(=NC=CN1)C(=NO)N